CC=CCCCCC octan-2-en